N-propenyl-ethylenediamine C(=CC)NCCN